FC(OC=1C(=NC(=NC1OC)NS(=O)(=O)C1=CNC(=C1)C1=NC=CC=C1)OC)F N-[5-(difluoromethoxy)-4,6-dimethoxy-pyrimidin-2-yl]-5-(2-pyridyl)-1H-pyrrole-3-sulfonamide